C1(CC1)OC1=NC2=C(C=CC(=C2C=N1)N1C[C@@H](N[C@@H](C1)C)C)C(=O)NC1=CC2=CN(N=C2C(=C1)F)C 2-(cyclopropoxy)-5-[(3S,5R)-3,5-dimethylpiperazin-1-yl]-N-(7-fluoro-2-methyl-indazol-5-yl)quinazoline-8-carboxamide